ClC1=CC=C(OC(C(=O)NC2=CC=C(OCC3=CC=C(C(=O)O)C=C3)C=C2)(C)C)C=C1 4-((4-(2-(4-chlorophenoxy)-2-methylpropionamido)phenoxy)methyl)benzoic acid